ClC=1C(=CC(=NC1)NC(C)C)C=1C=C2N(CCN(C2=O)CC2=CC(=CC=C2)F)C1 7-(5-chloro-2-(isopropylamino)pyridin-4-yl)-2-(3-fluorobenzyl)-3,4-dihydropyrrolo[1,2-a]pyrazine-1(2H)-one